C(\C=C(/C)\CCC=C(C)C)CC(=O)O.C(C)(=O)OCC=C(CCC=C(C)C)C trans-3,7-dimethyl-2,6-octadien-1-yl ethanoate Geranyl-Acetate